C(C1=CC=CC=C1)OC=1C=C(C=NC1)C#N 5-benzyloxypyridine-3-carbonitrile